C(C1=CC=CC=C1)[C@@H]1[C@H]([C@H](OC1)C1=CC(=C(C(=C1)OC)OC)OC)CC(=C(C(=O)[O-])C)C ((2S,3R,4R)-4-benzyl-2-(3,4,5-trimethoxyphenyl)tetrahydrofuran-3-yl)-methyl-2-methylbut-2-enoate